BrC=1C=CC2=C(N=C(O2)C(C#N)NCC(=O)OC)C1 Methyl ((5-Bromobenzo[d]oxazol-2-yl)(cyano)methyl)glycinate